N[C@H]1C2N(CC1CC2)C(=O)C=2C=C(C=1N(C2)N=C(C1C)C1=CC=2C(=NC(=CC2)C=2C=C3CNC(C3=CC2)=O)N1CC1CC1)F 5-(2-(6-((7R)-7-amino-2-azabicyclo[2.2.1]heptane-2-carbonyl)-4-fluoro-3-methylpyrazolo[1,5-a]pyridin-2-yl)-1-(cyclopropylmethyl)-1H-pyrrolo[2,3-b]pyridin-6-yl)isoindolin-1-one